COC1=CC=C(OC2=C(C=C(C=C2)C(F)(F)F)NC(CC(CC(=O)O)C2=CC=CC=C2)=O)C=C1 5-[[2-(4-Methoxyphenoxy)-5-(trifluoromethyl)phenyl]amino]-5-oxo-3-phenylpentanoic acid